(2S,4S)-1-(tert-butoxycarbonyl)-4-fluoro-2-pyrrolidinecarboxylic acid C(C)(C)(C)OC(=O)N1[C@@H](C[C@@H](C1)F)C(=O)O